(R)-N,N-dimethylpiperidin-3-amine CN([C@H]1CNCCC1)C